tert-Butyl 4-(3-chloro-7-(difluoromethyl)-2-(2-fluorophenyl)-8-(2-isopropylphenyl)-1,6-naphthyridin-5-yl)piperazine-1-carboxylate ClC=1C(=NC2=C(C(=NC(=C2C1)N1CCN(CC1)C(=O)OC(C)(C)C)C(F)F)C1=C(C=CC=C1)C(C)C)C1=C(C=CC=C1)F